P(=O)(O[C@@H]([C@](/C=C/[C@@H]1OC(C=CC1)=O)(C)O)C[C@H](\C=C/C=C\C=C\CO)O)(O)[O-].[Na+] sodium (1E,3R,4R,6R,7Z,9Z,11E)-3,6,13-trihydroxy-3-methyl-1-((R)-6-oxo-3,6-dihydro-2H-pyran-2-yl)trideca-1,7,9,11-tetraen-4-yl hydrogen phosphate